C(CCC(=O)[O-])(=O)OCC.[Ag+] silver mono-ethyl succinate